9-phenyl-2H-[1,2,4]triazolo[3,4-f][1,6]naphthyridin C1(=CC=CC=C1)C=1C=NC=2C=CN3C(C2C1)=NNC3